n-decaneyl methacrylate C(C(=C)C)(=O)OCCCCCCCCCC